ClCCCCCCOCCOCCN(C)CC1=CC=C2C(OC3(C4=CC=CC=C4OC=4C=CC=CC34)C2=C1)=O 6-(((2-(2-((6-chlorohexyl)oxy)ethoxy)ethyl)(methyl)amino)methyl)-3H-spiro[isobenzofuran-1,9'-xanthen]-3-one